3,5,5-trimethyloxazolidin-2,4-dione CN1C(OC(C1=O)(C)C)=O